C(C)(C)(C)OC(NC1=CC(=C(C(=C1)F)F)COCC1=CC(=C(C(=C1)C1=NN(C=N1)C)OC)N)=O (3-(((3-Amino-4-methoxy-5-(1-methyl-1H-1,2,4-triazol-3-yl)benzyl)oxy)methyl)-4,5-difluorophenyl)carbamic acid tert-butyl ester